FC=1C=C2C(=CNC2=CC1)C=1CCN(CC1)C(=O)C1=CC=C(OCC(=O)NO)C=C1 2-(4-(4-(5-fluoro-1H-indol-3-yl)-1,2,3,6-tetrahydropyridine-1-carbonyl)phenoxy)-N-hydroxyacetamide